cyclohexane-1,2-diyl bis(pyrrolidine-1-carboxylate) N1(CCCC1)C(=O)OC1C(CCCC1)OC(=O)N1CCCC1